FC1=C(C=C(C=C1)F)C1=NN([C@@](S1)(C1=CC=CC=C1)CCCNC1=NC=CC(=C1)O)C(=O)N(C)OC (2S)-5-(2,5-difluorophenyl)-2-[3-[(4-hydroxy-2-pyridyl)amino]propyl]-N-methoxy-N-methyl-2-phenyl-1,3,4-thiadiazole-3-carboxamide